N1=C(C=CC=C1)C=1C=C(C(=O)O)C=CC1 3-(2-pyridinyl)benzoic acid